tert-Butyl 6-chloro-3-[1-[2-(2,7-dimethylindazol-5-yl)-6-methyl-4-oxo-chromen-8-yl]ethylamino]pyridine-2-carboxylate ClC1=CC=C(C(=N1)C(=O)OC(C)(C)C)NC(C)C=1C=C(C=C2C(C=C(OC12)C1=CC2=CN(N=C2C(=C1)C)C)=O)C